CN([C@H](CO)C)C (S)-2-(dimethylamino)propanol